(R)-3-methyl-4-(5-methyl-4-(2-methylpyridin-3-yl)-7-(1H-pyrazol-5-yl)imidazo[1,5-b]pyridazin-2-yl)morpholine tert-butyl-(2-{2-[2-(2-hydroxyethoxy)ethoxy]ethoxy}ethyl)carbamate C(C)(C)(C)N(C(O)=O)CCOCCOCCOCCO.C[C@H]1N(CCOC1)C=1C=C(C=2N(N1)C(=NC2C)C2=CC=NN2)C=2C(=NC=CC2)C